ClC=1C=C(C=CC1)/C=C/C(=O)NCC (E)-3-(3-chlorophenyl)-N-ethylacrylamide